8-(2,2,2-trifluoroacetyl)-3,8-diazabicyclo[3.2.1]octane FC(C(=O)N1C2CNCC1CC2)(F)F